3,4-dimethoxy-α-methylcinnamaldehyde COC=1C=C(C=C(C=O)C)C=CC1OC